C1(=CC=CC=C1)S(=O)(=O)N1C=CC=2C1=NC=CC2C2=CC(=C(C=C2)[N+](=O)[O-])C(F)(F)F 1-(Benzenesulfonyl)-4-[4-nitro-3-(trifluoromethyl)phenyl]pyrrolo[2,3-b]pyridine